C(#N)CC1CCC(CC1)NC(OC(C)(C)C)=O tert-Butyl ((1r,4r)-4-(cyanomethyl)cyclohexyl)carbamate